FC(C1=NC(=NO1)C1=CN=C(S1)N1C[C@@H]2N([C@H](C1)C2)C(=O)OC(C)(C)C)(F)F tert-butyl (1R,5S)-3-(5-(5-(trifluoromethyl)-1,2,4-oxadiazol-3-yl)thiazol-2-yl)-3,6-diazabicyclo[3.1.1]heptane-6-carboxylate